CCC(COC(=O)CCS)(COC(=O)CCS)COC(=O)CCS Trimethylolpropane tri(3-mercapto propionate)